C(C)(C)(C)N(C(O)=O)C12CC(C1)(C2)NC2=C(N=NC(=C2)C2=C(C=CC=C2)O)N.CC(C)(C)[Si](OC(C=C)C)(C)C (1,1-dimethylethyl)dimethyl-[(1-methyl-2-propen-1-yl)oxy]silane tert-butyl-(3-((3-amino-6-(2-hydroxyphenyl)pyridazin-4-yl)amino)bicyclo[1.1.1]pentan-1-yl)carbamate